C(\C=C\CCC)O E-2-Hexenol